N[C@H](C(=O)O)CCC1=NC2=C(N1C)C=CC(=C2)N(C(C(Cl)([2H])[2H])([2H])[2H])C(C([2H])([2H])Cl)([2H])[2H] (2S)-2-amino-4-[5-[bis(2-chloro-1,1,2,2-tetradeutero-ethyl)amino]-1-methyl-benzimidazol-2-yl]butanoic acid